C(C)C1=CC2=C(C3=CC=CC=C3C(=C2C=C1)OC(C)C)OC(C)C 2-ethyl-9,10-diisopropoxyanthracene